5-fluoro-2-(2-methoxy-7-methylquinoxalin-5-yl)-7,7-dimethyl-7,8-dihydrobenzofuro[5,4-d]thiazole FC1=CC=2N=C(SC2C=2CC(OC21)(C)C)C2=C1N=CC(=NC1=CC(=C2)C)OC